(2S)-2-[(1R,2S,3S,6R,7S,8S,10R)-4-azatetracyclo[5.3.1.0^{2,6}.0^{8,10}]undecan-3-ylformamido]-3-[(3S)-2-oxopyrrolidin-3-yl]propanamide hydrochloride Cl.[C@H]12[C@@H]3[C@H](NC[C@@H]3[C@H]([C@H]3C[C@H]31)C2)C(=O)N[C@H](C(=O)N)C[C@H]2C(NCC2)=O